methyl-vinyl-di(N-methylacetamido)silane C[Si](N(C(C)=O)C)(N(C(C)=O)C)C=C